4-(6-((1R,5S,6r)-6-(aminomethyl)-3-azabicyclo[3.1.0]hexan-3-yl)pyridin-3-yl)-6-(1-methyl-1H-pyrazol-4-yl)pyrazolo[1,5-a]pyridine-3-carbonitrile hydrochloride Cl.NCC1[C@@H]2CN(C[C@H]12)C1=CC=C(C=N1)C=1C=2N(C=C(C1)C=1C=NN(C1)C)N=CC2C#N